fluorenespirofluorene C12(C=CC=C3C4=CC=CC=C4C=C13)C=CC=C1C3=CC=CC=C3C=C12